3-Methacryloyl-dopamine-maleic anhydride C(C(=C)C)(=O)C1(CC(CCN/C/2=C/C(=O)OC2=O)=CC=C1O)O